N-(3-chloro-2-fluorobenzyl)-2-(isopentylamino)acetamide ClC=1C(=C(CNC(CNCCC(C)C)=O)C=CC1)F